7-(5-(4-methylpiperazin-1-yl)-1H-pyrrolo[2,3-b]pyridin-3-yl)spiro[chromane-2,4'-piperidin]-4-one CN1CCN(CC1)C=1C=C2C(=NC1)NC=C2C2=CC=C1C(CC3(CCNCC3)OC1=C2)=O